C1(=CC=CC=C1)[C@](N)(CO)C(=O)O |r| (S)- and (R)-α-phenylserine